2-(5-methyl-6-(trifluoromethyl)pyrazin-2-yl)-2,8-diazaspiro[4.5]decane hydrochloride Cl.CC=1N=CC(=NC1C(F)(F)F)N1CC2(CC1)CCNCC2